(S)-7-((2-((tert-butyldimethylsilyl)oxy)ethyl)sulfonyl)-2,6,6-trimethyl-2-(3-(2-(methylsulfonyl)ethyl)phenyl)heptanoic acid [Si](C)(C)(C(C)(C)C)OCCS(=O)(=O)CC(CCC[C@](C(=O)O)(C1=CC(=CC=C1)CCS(=O)(=O)C)C)(C)C